rel-(3s,4s)-N-[4-[1-methyl-7-[4-(4-methylpiperazin-1-yl)anilino]-2-oxo-4H-pyrimido[4,5-d]pyrimidin-3-yl]-1-prop-2-enoyl-3-piperidinyl]carbamic acid tert-butyl ester C(C)(C)(C)OC(N[C@H]1CN(CC[C@@H]1N1C(N(C2=NC(=NC=C2C1)NC1=CC=C(C=C1)N1CCN(CC1)C)C)=O)C(C=C)=O)=O |o1:7,12|